methylenediphenylene-bis(dioctylphenyl thiocarbamate) C(C1=C(C=CC=C1)N(C([O-])=S)C1=C(C(=CC=C1)CCCCCCCC)CCCCCCCC)C1=C(C=CC=C1)N(C([O-])=S)C1=C(C(=CC=C1)CCCCCCCC)CCCCCCCC